2-(((R)-phenyl((R)-1,2,3,4-tetrahydropyrido[2,3-b]pyrazin-3-yl)methyl)amino)butanoic acid C1(=CC=CC=C1)[C@H]([C@H]1CNC2=C(N1)N=CC=C2)NC(C(=O)O)CC